CC=1C=C(C#N)C=C(C1)C1OC2=C(C1)C=C(C=C2)C(F)(F)F 3-methyl-5-(5-(trifluoromethyl)-2,3-dihydrobenzofuran-2-yl)benzonitrile